4,5-dihydroxy-N-(2-morpholinoethyl)-9,10-dioxo-9,10-dihydroanthracene-2-carboxamide OC1=CC(=CC=2C(C3=CC=CC(=C3C(C12)=O)O)=O)C(=O)NCCN1CCOCC1